FC(OC=1C=C(CNC2=NC=C(C=N2)C2=CC3=C(NC(N3)=O)C=C2)C=CC1)(F)F 5-(2-((3-(Trifluoromethoxy)benzyl)amino)pyrimidin-5-yl)-1H-benzo[d]imidazol-2(3H)-one